methyl 3,5-difluoro-4-[(4-hydroxyphenoxy)methyl]benzoate FC=1C=C(C(=O)OC)C=C(C1COC1=CC=C(C=C1)O)F